8-bromo-2-(imidazol-1-yl)quinazoline-4-carboxylic acid BrC=1C=CC=C2C(=NC(=NC12)N1C=NC=C1)C(=O)O